2-ethoxy-2-methyl-1,3-dioxolane C(C)OC1(OCCO1)C